OC1(C(=O)N)CC=C(C(=O)NCCNC2=CC(=NC3=CC=CC=C23)C2=CC=CC=C2)C=C1 1-hydroxy-N4-(2-((2-phenylquinolin-4-yl)amino)ethyl)terephthalamide